1-(3-cyanophenyl)-N-(3-(hydroxy(4-(methylsulfonyl)-phenyl)methyl)phenyl)-3-(trifluoromethyl)-1H-pyrazole-5-carboxamide C(#N)C=1C=C(C=CC1)N1N=C(C=C1C(=O)NC1=CC(=CC=C1)C(C1=CC=C(C=C1)S(=O)(=O)C)O)C(F)(F)F